ClC1=CC=C2C3(C(N(C2=C1)C1=CC=C(C=C1)C[C@@H](C(=O)O)NC(C1=C(C=CC=C1Cl)Cl)=O)=O)CC3 (S)-3-(4-(6'-chloro-2'-oxospiro[cyclopropane-1,3'-indolin]-1'-yl)phenyl)-2-(2,6-dichlorobenzamido)propionic acid